NC1=NC=C(C(=N1)N)CC1=C(C=C(C(=C1)OC)OC)C 2,4-diamino-5-(2-methyl-4,5-dimethoxybenzyl)-pyrimidine